2-(4-cyclopropyl-6-methoxy-pyrimidin-5-yl)-9-[[4-[5-methoxy-3-(trifluoromethyl)pyrazol-1-yl]phenyl]methyl]-7-(2,2,2-trifluoroethyl)purin-8-imine C1(CC1)C1=NC=NC(=C1C1=NC=C2N(C(N(C2=N1)CC1=CC=C(C=C1)N1N=C(C=C1OC)C(F)(F)F)=N)CC(F)(F)F)OC